ClC1=NC=C(C(=N1)NC1=C(C=CC=C1)S(=O)(=O)C(C)C)C#N 2-chloro-4-((2-(isopropylsulfonyl)phenyl)amino)pyrimidine-5-carbonitrile